1-(1H-pyrrol-2-yl)methylamine N1C(=CC=C1)CN